FC1=C(C=CC=C1)N1N=CC(=C1)C1=NC=NC=C1OCC1CCN(CC1)C(C)C 4-(1-(2-fluorophenyl)-1H-pyrazol-4-yl)-5-((1-isopropylpiperidin-4-yl)methoxy)pyrimidine